tert-butyl 2'-(3-fluoropyridin-4-yl)-3'-iodo-4'-oxo-5',6'-dihydro-1'H-spiro[piperidine-4,7'-pyrrolo[3,2-c]pyridine]-1-carboxylate FC=1C=NC=CC1C1=C(C=2C(NCC3(C2N1)CCN(CC3)C(=O)OC(C)(C)C)=O)I